CC(C=O)CC1=CC(CC1)CCC (±)-2-methyl-3-(3-propyl-1-cyclopenten-1-yl)propanal